(±)-1-(3-chloro-5-methoxypyrazin-2-yl)pent-4-en-1-amine ClC=1C(=NC=C(N1)OC)[C@@H](CCC=C)N |r|